OC(C(=O)OCC)C(C)C1=CC(=CC=C1)N1C(C2=CC=CC(=C2C1)C(F)(F)F)=O cis-ethyl 2-hydroxy-3-(3-(1-oxo-4-(trifluoromethyl)isoindolin-2-yl)phenyl)butanoate